C1=CC=C(C=C1)C(C(C2=CC=CC=C2)N)N (+/-)-1,2-diphenylethylenediamine